FC1=C(C=CC(=C1C)F)NC=1C2=C(N=CN1)C=CC(=N2)N2CC1(CCN1C(C=C)=O)C2 1-(6-(4-((2,4-difluoro-3-methylphenyl)amino)pyrido[3,2-d]pyrimidin-6-yl)-1,6-diazaspiro[3.3]heptan-1-yl)prop-2-en-1-one